ClC1=C(C=C(OCC(=O)N[C@@H]2CC[C@H](CC2)C=2SC(=NN2)C2=CC=C(C=C2)Cl)C=C1)F trans-2-(4-chloro-3-fluorophenoxy)-N-(4-(5-(4-chlorophenyl)-1,3,4-thiadiazol-2-yl)cyclohexyl)acetamide